Cl.N[C@@H]([C@H](O)C)C(=O)O |r| DL-threonine hydrochloride